C(C1=CC=CC=C1)OC1=C(C=C(CNCCO)C=C1)OCCCC1=CC=CC=C1 2-(4-(benzyloxy)-3-(3-phenylpropoxy)benzylamino)ethanol